1-methyl-5-[1-(5-methyl-2-pyridyl)-3-(trifluoromethyl)pyrazol-4-yl]imidazole-2-carboxamide CN1C(=NC=C1C=1C(=NN(C1)C1=NC=C(C=C1)C)C(F)(F)F)C(=O)N